FC1(CC(CC1)C(=O)N1CC2=C(CC1)SC(=C2)C2=NOC(=N2)C(F)(F)F)F (3,3-difluorocyclopentyl)(2-(5-(trifluoromethyl)-1,2,4-oxadiazol-3-yl)-6,7-dihydrothieno[3,2-c]pyridin-5(4H)-yl)methanone